tert-butyl (S)-2-(6-(3-methyl-1H-pyrrolo[2,3-b]pyridin-5-yl)-1,2,3,4-tetrahydroisoquinolin-8-yl)pyrrolidine-1-carboxylate CC1=CNC2=NC=C(C=C21)C=2C=C1CCNCC1=C(C2)[C@H]2N(CCC2)C(=O)OC(C)(C)C